trans-(5-cyclohexyl-1-(morpholinosulfonyl)piperidin-3-yl)methanol C1(CCCCC1)[C@H]1C[C@@H](CN(C1)S(=O)(=O)N1CCOCC1)CO